S1C=NC2=C1C=CC(=C2)C2N(CC(CC2)=O)C(=O)OC(C)(C)C tert-butyl 2-(benzo[d]thiazol-5-yl)-5-oxopiperidine-1-carboxylate